C(C)(C)(C)NSC=1SC2=C(N1)C=CC=C2 tertiary butyl-benzothiazolyl-sulphenamid